C(C1=CC=CC=C1)OC(NCCO)=O N-(2-hydroxyethyl)carbamic acid benzyl ester